4,5-diethyl-6-methylisophthalaldehyde C(C)C1=C(C=C(C=O)C(=C1CC)C)C=O